C(C)(=O)C1=CC(=NC=C1)C=1C=NC(=CC1NC1=CC(=NC(=C1)C)C(C)(F)F)NC(C)=O N-(4-acetyl-4'-((2-(1,1-difluoroethyl)-6-methylpyridin-4-yl)amino)-[2,3'-bipyridin]-6'-yl)acetamide